COC1=NC=C(C=2N1N=CN2)OC 5,8-dimethoxy-[1,2,4]triazolo[1,5-c]pyrimidine